6-(3-Fluoro-5-isobutoxyphenyl)-2-(1-piperidyl)-N-(1H-pyrazol-5-ylsulfonyl)pyridin-3-carboxamid FC=1C=C(C=C(C1)OCC(C)C)C1=CC=C(C(=N1)N1CCCCC1)C(=O)NS(=O)(=O)C1=CC=NN1